NCC(COCCNC(OC(C)(C)C)=O)O tert-butyl N-[2-(3-amino-2-hydroxypropoxy)ethyl]carbamate